((2,5-bis(hexyloxy)-1,4-phenylene)bis(thiophene-5,2-diyl))bis(trimethylstannane) C(CCCCC)OC1=C(C=C(C(=C1)C1=CC=C(S1)[Sn](C)(C)C)OCCCCCC)C1=CC=C(S1)[Sn](C)(C)C